5,7-dichloro-1H-1,8-naphthyridin-4-one ClC1=C2C(C=CNC2=NC(=C1)Cl)=O